bissulfoethyl disulfide S(=O)(=O)(O)C(CSSCC(S(=O)(=O)O)S(=O)(=O)O)S(=O)(=O)O